5-bromo-2-{4-[4-(isopentyloxy)phenyl]piperidin-1-yl}pyridine BrC=1C=CC(=NC1)N1CCC(CC1)C1=CC=C(C=C1)OCCC(C)C